ethyl 2-hydroxy-4-carbonyl-6,7,8,9-tetrahydro-4H-pyrido[1,2-a]pyrimidine-3-carboxylate OC=1N=C2N(C(C1C(=O)OCC)=C=O)CCCC2